5-(ethoxymethyl)-2-phenyl-1H-indol-7-amine C(C)OCC=1C=C2C=C(NC2=C(C1)N)C1=CC=CC=C1